tert-Butyl 2-(hydroxymethyl)piperazine-1-carboxylate OCC1N(CCNC1)C(=O)OC(C)(C)C